O1C(=NC=C1)C1=NC=C(C2=C1CNC2=O)NC2=NC=C(C=C2)N2CCNCC2 4-oxazol-2-yl-7-[(5-piperazin-1-yl-2-pyridinyl)amino]-2,3-dihydropyrrolo[3,4-c]pyridin-1-one